1-(4-methoxyphenyl)-5-(4-hydroxyphenyl)-1,4-pentadien-3-one COC1=CC=C(C=C1)C=CC(C=CC1=CC=C(C=C1)O)=O